4-((S or R)-4-((1R,5S)-3,8-diazabicyclo[3.2.1]octan-3-yl)-6-chloro-2-(4-(dimethylamino)butyl)-8-fluoroquinazolin-7-yl)naphthalen-2-ol dihydrochloride Cl.Cl.[C@H]12CN(C[C@H](CC1)N2)C2=NC(=NC1=C(C(=C(C=C21)Cl)C2=CC(=CC1=CC=CC=C21)O)F)CCCCN(C)C